tert-butyl ((2-(naphthalen-2-ylthio)thiazol-5-yl)methyl)carbamate C1=C(C=CC2=CC=CC=C12)SC=1SC(=CN1)CNC(OC(C)(C)C)=O